((6-(2-Chloro-5-fluoro-6-cyclopropyl-7H-pyrrolo[2,3-d]pyrimidin-7-yl)pyridin-2-yl)imino)dimethyl-λ6-sulfanone ClC=1N=CC2=C(N1)N(C(=C2F)C2CC2)C2=CC=CC(=N2)N=S(=O)(C)C